C1(CC1)C=1N=C(C2=C(N1)CN(C2)C(CC2CN(C2)C2=CC(=NC=C2)C(F)(F)F)=O)OC 1-(2-Cyclopropyl-4-methoxy-5,7-dihydro-6H-pyrrolo[3,4-d]pyrimidin-6-yl)-2-(1-(2-(trifluoromethyl)pyridin-4-yl)azetidin-3-yl)ethan-1-one